6-[2-methyl-4-[5-methyl-3-(4-pyridyl)-1H-pyrazol-4-yl]phenyl]-2-oxa-6-azaspiro[3.3]heptane CC1=C(C=CC(=C1)C=1C(=NNC1C)C1=CC=NC=C1)N1CC2(COC2)C1